3-methyl-4-(4-(piperazin-2-yl)phenoxy)-1H-pyrrolo[2,3-b]pyridine CC1=CNC2=NC=CC(=C21)OC2=CC=C(C=C2)C2NCCNC2